C(C)(C)(C)OC(=O)N1CCN(CCN(CCN(CC1)C1=C(C(C1=O)=O)OC)C1=C(C(C1=O)=O)OC)C(=O)OC(C)(C)C 7,10-bis(2-methoxy-3,4-dioxocyclobut-1-en-1-yl)-1,4,7,10-tetraazacyclododecane-1,4-dicarboxylic acid di-tert-butyl ester